(triphenylmethyl)-5-(4'-bromomethyl-biphenyl-2-yl)tetrazole C1(=CC=CC=C1)C(C1=CC=CC=C1)(C1=CC=CC=C1)N1N=NN=C1C1=C(C=CC=C1)C1=CC=C(C=C1)CBr